2-((((9H-fluoren-9-yl)methoxy)carbonyl)amino)-3-(Pyridin-3-yl)propionic acid C1=CC=CC=2C3=CC=CC=C3C(C12)COC(=O)NC(C(=O)O)CC=1C=NC=CC1